NC1=C(C=C(C=N1)C1=CC=C(C=C1)C(=O)N1[C@H](CCC1)CN1CCCC1)OCC1=C(C=C(C=C1)Cl)Cl {4-[6-amino-5-(2,4-dichloro-benzyloxy)-pyridin-3-yl]-phenyl}-[(2R)-2-pyrrolidin-1-ylmethyl-pyrrolidin-1-yl]-methanone